C1(CC1)CNC(=O)C=1N(C(N2C1CN(CC2)C(C2=CC(=C(C=C2)Cl)Cl)=O)=O)C2=CC=C(C=C2)OC N-(cyclopropylmethyl)-7-(3,4-dichlorobenzoyl)-2-(4-methoxyphenyl)-3-oxo-6,8-dihydro-5H-imidazo[1,5-a]pyrazine-1-carboxamide